N-(1-(4-(trifluoromethoxy)benzyl)-1H-indol-5-yl)acrylamide FC(OC1=CC=C(CN2C=CC3=CC(=CC=C23)NC(C=C)=O)C=C1)(F)F